The molecule is a trialkyl phosphate, an organophosphate insecticide, an organochlorine insecticide and an organophosphate nematicide. It has a role as an EC 3.1.1.7 (acetylcholinesterase) inhibitor, an EC 3.1.1.8 (cholinesterase) inhibitor, an acaricide and an agrochemical. It derives from a N,N-diethyl-3-hydroxybut-2-enamide. CCN(CC)C(=O)/C(=C(\\C)/OP(=O)(OC)OC)/Cl